C(C)(C)(C)OC(=O)N1C[C@H](CC=C1C=1C=C2CC3(C(NC2=C(C1)Cl)=O)CC3)C (S)-6-(8'-chloro-2'-oxo-1',4'-dihydro-2'H-spiro[cyclopropane-1,3'-quinolin]-6'-yl)-3-methyl-3,4-dihydropyridine-1(2H)-carboxylic acid tert-butyl ester